CC1=C(C(=O)N[C@H](C)C2=CC=CC3=CC=CC=C23)C=C(C=C1)NCC=1SC(=CC1)C (R)-2-methyl-5-(((5-methylthiophen-2-yl)methyl)amino)-N-(1-(naphthalen-1-yl)ethyl)benzamide